(S)-ethyl-2'-amino-1'-(3-chlorophenyl)-6'-isobutyl-7-chloro-2,5',7'-trioxo-1',5',6',7'-tetrahydrospiro[indoline-3,4'-pyrrolo[3,4-b]pyridine]-3'-carboxylate C(C)OC(=O)C=1[C@]2(C3=C(N(C1N)C1=CC(=CC=C1)Cl)C(N(C3=O)CC(C)C)=O)C(NC3=C(C=CC=C32)Cl)=O